C1(CC1)C1=CC(=C(C=C1)NC1=CC(=NC=C1C(=O)NOC(C)C)NC1=NC(=CC=C1)F)N(S(=O)(=O)C)C 4-((4-Cyclopropyl-2-(N-methylmethanesulfonamido)phenyl)amino)-6-((6-fluoropyridin-2-yl)amino)-N-isopropoxyNicotinamide